(S)-4-(((6-ethyl-4-oxochroman-7-yl)oxy)(pyridin-4-yl)methyl)benzamide C(C)C=1C=C2C(CCOC2=CC1O[C@@H](C1=CC=C(C(=O)N)C=C1)C1=CC=NC=C1)=O